C1=C2C3=C(C=C4C5=CC=CC=C5C(C=C1)=C42)C=CC=C3 Benzo(b)fluoranthene